CC1(SC[C@H](N1)C(=O)O)C(=O)O 2-methylthiazolidine-2,4(R)-dicarboxylic acid